FC(C=1C(=C(C=CC1)[C@@H](C)NC(=O)C1=C2C(=NC(=C1)C1(CCS(CC1)(=O)=O)C)C=CN2)F)F N-[(1R)-1-[3-(difluoromethyl)-2-fluoro-phenyl]ethyl]-5-(4-methyl-1,1-dioxo-thian-4-yl)-1H-pyrrolo[3,2-b]pyridine-7-carboxamide